3-(2-Methyl-10-((5-methylpyridin-3-yl)methoxy)-4-oxo-5,6-dihydro-2H-2,6-methanobenzo[g][1,3,5]oxadiazocin-3(4H)-yl)-N-(4-methylphenethyl)benzamid CC12OC3=C(C(NC(N1C=1C=C(C(=O)NCCC4=CC=C(C=C4)C)C=CC1)=O)C2)C=CC=C3OCC=3C=NC=C(C3)C